O=C1OC(C2N1CCN(C2)C(=O)OC(C)(C)C)C=2C=NC=CC2 tert-butyl 3-oxo-1-(3-pyridyl)-5,6,8,8a-tetrahydro-1H-oxazolo[3,4-a]pyrazine-7-carboxylate